C1(CCC1)C1=NN(C=2C1=NC(=CC2CN2CCCC2)C=2C=C1CN(C(C1=CC2)=O)N2C(CCCC2=O)=O)C2OCCCC2 (5-(3-cyclobutyl-7-(pyrrolidin-1-ylmethyl)-1-(tetrahydro-2H-pyran-2-yl)-1H-pyrazolo[4,3-B]pyridin-5-yl)-1-oxoisoindolin-2-yl)piperidine-2,6-dione